N-decyl-4-(dimethylamino)-N-(1-oxohexadecan-7-yl)butanamide C(CCCCCCCCC)N(C(CCCN(C)C)=O)C(CCCCCC=O)CCCCCCCCC